N-(4-chloro-2-pyridyl)-2,2,3,3-tetramethyl-cyclopropanecarboxamide ClC1=CC(=NC=C1)NC(=O)C1C(C1(C)C)(C)C